ClS(=O)(=O)C=1C=C(C(=O)Cl)C=CC1 3-(chlorosulfonyl)benzoyl chloride